COC1=NC=C(C(=N1)OC)C1=CC=C(N=N1)C([2H])([2H])[2H] 6-(2,4-dimethoxypyrimidin-5-yl)-3-(methyl-d3)pyridazine